methyl (S)-2-((tert-butoxycarbonyl)amino)-4-(cyclopropyl(4-((R)-1,2,3,4-tetrahydro-1,8-naphthyridin-2-yl)butyl)amino)butanoate C(C)(C)(C)OC(=O)N[C@H](C(=O)OC)CCN(CCCC[C@H]1NC2=NC=CC=C2CC1)C1CC1